3-amino-2-chloro-4-(2,2,2-trifluoroethoxy)benzoic acid NC=1C(=C(C(=O)O)C=CC1OCC(F)(F)F)Cl